N12C[C@@H](C(CC1)CC2)OC=2C=C(C(=O)O)C=C(C2)C=2SC(=CN2)C 3-[(3R)-1-azabicyclo[2.2.2]oct-3-yloxy]-5-(5-methyl-1,3-thiazol-2-yl)benzoic acid